2,6-dimethyl-heptene-5-aldehyde CC(=C)CCC(C(C)C)=O